ClC=1C(=C(C=CC1F)N(C(=O)[C@H]1N(C(N(C1)CCN1CC(CC1)(F)F)=O)C1=NC(=CC(=C1)C(F)(F)F)C)C)F (S)-N-(3-chloro-2,4-difluorophenyl)-1-(2-(3,3-difluoropyrrolidin-1-yl)ethyl)-N-methyl-3-(6-methyl-4-(trifluoromethyl)pyridin-2-yl)-2-oxoimidazolidine-4-carboxamide